7-bromo-5-chloro-2-(1-methyl-1H-pyrazol-4-yl)[1,2,4]triazolo[1,5-c]quinazoline BrC1=CC=CC=2C=3N(C(=NC12)Cl)N=C(N3)C=3C=NN(C3)C